rac.-Methyl 4-(3-chlorophenyl)-5-(5-chlorothiophen-2-yl)-5-oxopentanoate ClC=1C=C(C=CC1)[C@@H](CCC(=O)OC)C(=O)C=1SC(=CC1)Cl |r|